4-(benzyloxy)piperidine hydrochloride Cl.C(C1=CC=CC=C1)OC1CCNCC1